2-chloro-6-(trifluoromethoxy)-[1,2,4]triazolo[1,5-a]pyridine ClC1=NN2C(C=CC(=C2)OC(F)(F)F)=N1